ClC1=CC=C(C(=N1)C1=NOC(N1)=O)O[C@H](C)C=1C=C(C=C2C(C(=C(OC12)C=1C=NC=CC1)C)=O)C 3-[6-Chloro-3-[(1R)-1-[3,6-dimethyl-4-oxo-2-(3-pyridyl)chromen-8-yl]ethoxy]-2-pyridyl]-4H-1,2,4-oxadiazol-5-one